1,3-dimethylpyrazolo[3,4-b]pyridine-6-carbonitrile CN1N=C(C=2C1=NC(=CC2)C#N)C